1-[3-[6-amino-1,2-diazin-3-yl]prop-2-ynyl]-3-[2,4-bis(trifluoromethyl)phenyl]-7-fluoro-2,3,4,5-tetrahydro-1H-1-benzazepine NC1=CC=C(N=N1)C#CCN1CC(CCC2=C1C=CC(=C2)F)C2=C(C=C(C=C2)C(F)(F)F)C(F)(F)F